5-bromo-6-ethylpyridin-2-amine-1-d BrC=1C=CC(N(C1CC)[2H])N